tert-Butyl-4-(7-carbamoyl-1-methyl-2,3-dioxo-2,3-dihydropyrido[2,3-b]pyrazin-4(1H)-yl)piperidin C(C)(C)(C)N1CCC(CC1)N1C2=C(N(C(C1=O)=O)C)C=C(C=N2)C(N)=O